N1=CC(=CC=C1)C=C1C(C(CC1)=CC=1C=NC=CC1)=O 2,5-di(3-pyridylmethylene)cyclopentanone